CC[NH3+].CS(=O)(=O)[O-] The molecule is an organoammonium salt resulting from the mixing of equimolar amounts of methanesulfonic acid and ethylamine. It contains an ethylaminium.